[(3S)-3-(5-fluoro-6-methylpyridin-3-yl)-1,2-oxazolidin-2-yl]-[(8R)-5-[4-(2-methylpyrazol-3-yl)-1,3,5-triazin-2-yl]-5-azaspiro[2.5]octan-8-yl]methanone FC=1C=C(C=NC1C)[C@H]1N(OCC1)C(=O)[C@@H]1CCN(CC12CC2)C2=NC=NC(=N2)C=2N(N=CC2)C